C1CCCC2C3C=CC=CC3=CC=C12 Hexahydrophenanthrene